CC1=C(CB2OC3(C4C(C(CC3O2)C4)(C)C)C)C=CC(=C1)C 4-(2,4-Dimethyl-benzyl)-2,9,9-trimethyl-3,5-dioxa-4-bora-tricyclo[6.1.1.02,6]decane